C=1N=C(N2C1C=CC=C2)C2CN(CCC2)C2=NC(=NC(=C2)C(C)C)N 4-(3-(imidazo[1,5-a]pyridin-3-yl)piperidin-1-yl)-6-isopropylpyrimidin-2-amine